C(C)N1N=C(C2=C1C(NCC1(CCOCC1)C2)=O)C[C@H](COC(C2=CC(=CC=C2)C(N)=O)=O)C 3-Carbamoyl-benzoic acid [(2R)-3-(1-ethyl-8-oxo-spiro[6,7-dihydro-4H-pyrazolo[3,4-c]azepin-5,4'-tetrahydropyran]-3-yl)-2-methyl-propyl] ester